(2-amino-6-methylpyridin-3-yl)(3-(trifluoromethyl)bicyclo[1.1.1]pentan-1-yl)methanone NC1=NC(=CC=C1C(=O)C12CC(C1)(C2)C(F)(F)F)C